FC(C1=C(C=CC(=C1)F)CN1N=C(C=2CN(CCC21)C(=O)OC(C)(C)C)S(=O)(=O)CC)F Tert-Butyl 1-[[2-(difluoromethyl)-4-fluorophenyl]methyl]-3-(ethanesulfonyl)-1H,4H,5H,6H,7H-pyrazolo[4,3-c]pyridine-5-carboxylate